N-(3-methoxy-4-(6-((3-methoxypyrazin-2-yl)amino)-3-((2-morpholinoethyl)amino)-1H-pyrazolo[4,3-c]pyridin-1-yl)phenyl)methanesulfonamide COC=1C=C(C=CC1N1N=C(C=2C=NC(=CC21)NC2=NC=CN=C2OC)NCCN2CCOCC2)NS(=O)(=O)C